N-[[(3S)-pyrrolidin-3-yl]methyl]carbamic acid tert-butyl ester C(C)(C)(C)OC(NC[C@@H]1CNCC1)=O